COC(=O)C1=NC=C(C(=C1)N)I.C(C)(C)(C)C1=NN(C=C1C#N)C1=C(C=C(C=C1)NC(CC1=C(C=CC=C1)Cl)=O)S(N)(=O)=O N-[4-(3-tert-butyl-4-cyano-1H-pyrazol-1-yl)-3-sulfamoyl-phenyl]-2-(2-chlorophenyl)acetamide methyl-4-amino-5-iodopyridine-2-carboxylate